C(C)(C)(C)OC(=O)N[C@H]1[C@@H](COC1)C(=O)OCC |o1:8,9| ethyl (3S,4S)- or (3R,4R)-4-((tert-butoxycarbonyl)amino)tetrahydrofuran-3-carboxylate